ClC1=C(C=C(C=C1)[C@H]([C@H]1O[C@H]([C@@H]([C@@]1(O)C)O)N1C=CC2=C1N=CN=C2C)O)C (2R,3S,4R,5R)-2-((R)-(4-chloro-3-methylphenyl)(hydroxy)methyl)-3-methyl-5-(4-methyl-7H-pyrrolo[2,3-d]pyrimidin-7-yl)tetrahydrofuran-3,4-diol